2-[(2S)-2-{[(2S)-1-[(2S)-2-azaniumyl-3-(1H-imidazol-1-ium-4-yl)propanoyl]pyrrolidin-2-yl]formamido}-2-phenylethyl]pyridin-1-ium trichloride [Cl-].[Cl-].[Cl-].[NH3+][C@H](C(=O)N1[C@@H](CCC1)C(=O)N[C@@H](CC1=[NH+]C=CC=C1)C1=CC=CC=C1)CC=1N=C[NH2+]C1